Cl.CN1[C@@H]([C@H](CC1=O)C(NCCOCCOCCOCCCNC1CCC(CC1)C(=O)O)=O)C=1C=NC=CC1 (1s,4s)-4-(1-((2s,3s)-1-methyl-5-oxo-2-(pyridin-3-yl)pyrrolidin-3-yl)-1-oxo-5,8,11-trioxa-2-aza-tetradecan-14-ylamino)cyclohexane-1-carboxylic acid, hydrochloride